5-[1-[3-bromo-1-methyl-5-[1,2,2,2-tetrafluoro-1-(trifluoromethyl)ethyl]pyrrol-2-yl]pyrazol-4-yl]-2-chloro-N-cyclopropyl-benzamide BrC1=C(N(C(=C1)C(C(F)(F)F)(C(F)(F)F)F)C)N1N=CC(=C1)C=1C=CC(=C(C(=O)NC2CC2)C1)Cl